C(C1=CC=CC=C1)OCC1(CC1)S(=O)(=O)C1(COC1)C 3-((1-((benzyloxy)methyl)cyclopropyl)sulfonyl)-3-methyloxetane